N-((2-(benzofuran-5-yloxy)-5-(tert-butyl)-phenyl)sulfonyl)-5-(1H-pyrazol-1-yl)quinoline-2-carboxamide O1C=CC2=C1C=CC(=C2)OC2=C(C=C(C=C2)C(C)(C)C)S(=O)(=O)NC(=O)C2=NC1=CC=CC(=C1C=C2)N2N=CC=C2